CC=1C=NC=CC1C1=CC=NC=C1 3-Methyl-4,4'-bipyridine